CC([O-])C.CC([O-])C.CC([O-])C.CC([O-])C.[Ti+4].C1(CCCC1)C1=NC=C(C(=N1)OC1=NC=CC=C1)C(=O)NC(C)C=CS(=O)(=O)C 2-cyclopentyl-N-(4-(methylsulfonyl)but-3-en-2-yl)-4-(pyridin-2-yloxy)pyrimidine-5-carboxamide Titanium tetrakis(isopropoxide)